[Cl-].C1(=CC=CC=C1)PC1=C(C=CC=C1)N(C)C phenyl-(2-dimethylaminophenyl)phosphine chloride